N[C@@H](C)C=1C=C(C=CC1)NC(C1=CN=CC(=C1)C)=O (S)-N-(3-(1-aminoethyl)phenyl)-5-methylnicotinamide